OC(COC=1C=C(C=2N(C1)N=CC2C#N)C=2C=NC(=CC2)N2CC1N(C(C2)C1)CC=1N=CN(C1)C)(C)C 6-(2-hydroxy-2-methylpropoxy)-4-(6-(6-((1-methyl-1H-imidazol-4-yl)methyl)-3,6-diazabicyclo[3.1.1]heptan-3-yl)pyridin-3-yl)pyrazolo[1,5-a]pyridine-3-carbonitrile